3-(3-cyclopropyl-1,2,4-thiadiazol-5-yl)-8-(2-(methylsulfonyl)ethyl)-5,6-dihydro-[1,2,4]triazolo[4,3-a]pyrazin C1(CC1)C1=NSC(=N1)C1=NN=C2N1CCN=C2CCS(=O)(=O)C